2-(2-bromo-5-chlorophenyl)acetic acid BrC1=C(C=C(C=C1)Cl)CC(=O)O